COCCOCCOCCOCCC(C)C triethylene glycol isopentyl methyl ether